BrCC(=O)N1CC2N(C(C3=C(NC2=O)C=CC(=C3)I)=O)CC1 2-(2-bromoacetyl)-8-iodo-1,3,4,12a-tetrahydrobenzo[e]pyrazino[1,2-a][1,4]diazepine-6,12(2H,11H)-dione